(2R,3S,4R,5R)-5-azido-6-((5-((S)-2-(3-cyclopropoxy-4-(difluoromethoxy)phenyl)-2-(6-(2-hydroxypropan-2-yl)pyridin-3-yl)ethyl)pyridin-2-yl)oxy)-2-(hydroxymethyl)tetrahydro-2H-pyran N(=[N+]=[N-])[C@@H]1CC[C@@H](OC1OC1=NC=C(C=C1)C[C@H](C=1C=NC(=CC1)C(C)(C)O)C1=CC(=C(C=C1)OC(F)F)OC1CC1)CO